FC1=C(C=CC(=C1)OC=1C=CC=2N(N1)C=CN2)NC=2C1=C(N=CN2)NC=C1C1CCN(CC1)C(C=C)=O 1-(4-(4-((2-fluoro-4-(imidazo[1,2-b]pyridazin-6-yloxy)phenyl)amino)-7H-pyrrolo[2,3-d]pyrimidin-5-yl)piperidin-1-yl)prop-2-en-1-one